(2R,2'R,3S,3'S,4S,4'S,5S,5'S,6S,6'S)-6,6'-((((6-aminohexyl)azanediyl)bis(ethane-2,1-diyl))bis(oxy))bis(2-(hydroxymethyl)tetrahydro-2H-pyran-3,4,5-triol) NCCCCCCN(CCO[C@@H]1[C@H]([C@H]([C@@H]([C@H](O1)CO)O)O)O)CCO[C@@H]1[C@H]([C@H]([C@@H]([C@H](O1)CO)O)O)O